4-(1-((5-(5-(difluoromethyl)-1,3,4-oxadiazol-2-yl)-3-fluoropyridin-2-yl)methyl)-1H-1,2,3-triazol-4-yl)benzaldehyde FC(C1=NN=C(O1)C=1C=C(C(=NC1)CN1N=NC(=C1)C1=CC=C(C=O)C=C1)F)F